2,2,3,3-Tetramethylpentanoic acid CC(C(=O)O)(C(CC)(C)C)C